C(CCCCCCC\C=C/C\C=C/C\C=C/CC)(=O)OCC ethyl α-linolenate